C[N+]1(CCCC1)CCCC methyl-n-butyl-pyrrolidinium